FC=1C=C(C(C(=O)OC)=CC1F)N methyl 4,5-difluoroanthranilate